N-(2-Methoxypyridin-4-yl)-1-(1-oxo-1,2-dihydroisochinolin-5-yl)-5-(trifluoromethyl)-1H-pyrazol-4-carboxamid COC1=NC=CC(=C1)NC(=O)C=1C=NN(C1C(F)(F)F)C1=C2C=CNC(C2=CC=C1)=O